(4-(morpholinomethyl)phenyl)naphthalene-1-sulfonamide dihydrochloride monohydrate O.Cl.Cl.O1CCN(CC1)CC1=CC=C(C=C1)C1=C(C2=CC=CC=C2C=C1)S(=O)(=O)N